3-[(dihydrazinyl-methylidene)amino]-propanoic acid N(N)C(NN)=NCCC(=O)O